CN1N=CC2=CC=C(C=C12)N 1-methyl-1H-indazol-6-amine